CC1(C2C3C4CCC(C3C(C1)C2)C4)OC(=O)C4C2C1C3C=CC(C1C(C4)C2)C3 8-(4-methyl-tetracyclo[6.2.1.13,6.02,7]-dodecane-4-yloxycarbonyl)-tetracyclo[4.4.0.12,5.17,10]-3-dodecene